BrC1CC(C1)ON1CCCCC1 (3-bromocyclobutoxy)piperidine